BrC=1N=COC1C1=CC=C(C=C1)F 4-bromo-5-(4-fluorophenyl)oxazole